C(#N)C1=CC=C(C=C1)C12C(C3=C(C=NC=C3OC)O1)(C(CC2C2=CC=CC=C2)O)O 7a-(4-cyanophenyl)-4b,5-dihydroxy-4-methoxy-7-phenyl-4b,6,7,7a-tetrahydro-5H-cyclopenta[4,5]furo[2,3-c]pyridin